2-methoxy-1-(2,4,6-trihydroxyphenyl)ethan-1-one ethyl-(Z)-2-cyano-3-cyclopropyl-3-ethoxyacrylate C(C)OC(\C(=C(/OCC)\C1CC1)\C#N)=O.COCC(=O)C1=C(C=C(C=C1O)O)O